C([C@@H]1[C@H]([C@@H]([C@H]([C@H](O1)O[C@@H]2[C@H](O[C@@H]([C@@H]([C@H]2O)O)O[C@@H]3[C@H](O[C@@H]([C@@H]([C@H]3O)O)O)CO)CO)O)O)O)O alpha-Maltotriose